N-(3'-bromo-2'-hydroxy-[1,1'-biphenyl]-4-yl)acetamide BrC=1C(=C(C=CC1)C1=CC=C(C=C1)NC(C)=O)O